mono-tert-butoxytris(ethoxyacetoacetyl)titanium C(C)(C)(C)O[Ti](C(CC(=O)COCC)=O)(C(CC(=O)COCC)=O)C(CC(=O)COCC)=O